terthiairenon S1(C(=C1)C=1SC1C=1SC1)=O